C(C)(C)(C)C1C(CCCC1)CC(=O)O.C(C)(=O)OC1C(CCCC1)C(C)(C)C 2-tert-butylcyclohexyl acetate ((2-tert-butylcyclohexyl) acetate)